N1(CCN(CC1)CCS(=O)(=O)O)CCS(=O)(=O)O Piperazine-N,N'-di-ethanesulfonic acid